CC1=CC=CC=2N1N=CC2C(=O)ON2N=NC=1C2=NC=CC1 triazolo[4,5-b]pyridin-3-yl 7-methylpyrazolo[1,5-a]pyridine-3-carboxylate